2,5-dichloro-4-(1-phenyl-1H-pyrazol-3-yl)pyrimidine ClC1=NC=C(C(=N1)C1=NN(C=C1)C1=CC=CC=C1)Cl